3-fluoro-2-(3-methoxyphenyl)-4-phenylbenzofuro[3,2-b]pyridine FC=1C(=C2C(=NC1C1=CC(=CC=C1)OC)C1=C(O2)C=CC=C1)C1=CC=CC=C1